BrC=1C=2N(C=CC1)C(=CN2)N2C(N(C(CC2)=O)CC2=CC=C(C=C2)OC)=O 1-(8-bromoimidazo[1,2-a]pyridin-3-yl)-3-[(4-methoxyphenyl)methyl]hexahydro-pyrimidine-2,4-dione